Cl.C1(=CC=CC=C1)[C@H]1[C@@H](CNC1)C(=O)NC1=CC(=CC=C1)NC1=CC=CC=C1 |r| (±)-trans-4-phenyl-N-[3-(phenylamino)phenyl]pyrrolidine-3-carboxamide hydrochloride